C(C=CC)(=O)N1CCN(CCC1)C(=O)OC(C)(C)C tert-butyl 4-but-2-enoyl-1,4-diazepan-1-carboxylate